ClC=1C=C(C=CC1F)N(C(=O)[C@H]1N(CCC1)C1=NC(=CC(=C1)C(F)(F)F)C)CCCN1CCOCC1 (S)-N-(3-chloro-4-fluorophenyl)-1-(6-methyl-4-(trifluoromethyl)pyridin-2-yl)-N-(3-morpholinopropyl)pyrrolidine-2-carboxamide